1-[6-[4-(3-phenoxyanilino)pyrido[3,2-d]pyrimidin-6-yl]-1,6-diazaspiro[3.3]heptan-1-yl]prop-2-en-1-one O(C1=CC=CC=C1)C=1C=C(NC=2C3=C(N=CN2)C=CC(=N3)N3CC2(CCN2C(C=C)=O)C3)C=CC1